CC(C)(COP(=O)(O)OP(=O)(O)OC[C@@H]1[C@H]([C@H]([C@@H](O1)N2C=NC3=C(N=CN=C32)N)O)OP(=O)(O)O)[C@H](C(=O)NCCC(=O)NCCSC(=O)CC4(CCCCC4)O)O The molecule is a 3-hydroxyacyl-CoA having (1-hydroxycyclohexyl)acetyl as the S-acyl group. It derives from a (1-hydroxycyclohexyl)acetic acid and a coenzyme A. It is a conjugate acid of a (1-hydroxycyclohexyl)acetyl-CoA(4-).